1-Benzyl-6-cyclopropyl-4-(3-(5-fluoropyridin-2-yl)-1-methyl-1H-pyrazol-4-yl)-1H-pyrazolo[3,4-b]pyridine C(C1=CC=CC=C1)N1N=CC=2C1=NC(=CC2C=2C(=NN(C2)C)C2=NC=C(C=C2)F)C2CC2